ethyl 2-fluoro-2-methylpropanoate FC(C(=O)OCC)(C)C